ClC1=C(C=2S(NC3=C(C=C(C(C4=CC=CC=C4OCCN4C=NN=C4C(=C1)C2)=C3)F)F)(=O)=O)OC 25-chloro-17,19-difluoro-24-methoxy-9-oxa-22λ6-thia-3,4,6,21-tetrazapentacyclo[21.3.1.116,20.02,6.010,15]octacosa-1(26),2,4,10,12,14,16(28),17,19,23(27),24-undecaene 22,22-dioxide